FC(CN1CCC(CC1)C(=O)NC=1N=CC2=CC=C(C=C2C1)C=1C=NN(C1CN1CCCCC1)C)F 1-(2,2-difluoroethyl)-N-(6-(1-methyl-5-(piperidin-1-ylmethyl)-1H-pyrazol-4-yl)isoquinolin-3-yl)piperidine-4-carboxamide